4-[2-[1-(2,2-dimethoxyethyl)-4-piperidinyl]ethyl]-2-(2,6-dioxo-3-piperidinyl)isoindoline-1,3-dione COC(CN1CCC(CC1)CCC1=C2C(N(C(C2=CC=C1)=O)C1C(NC(CC1)=O)=O)=O)OC